C(CCC)C1=C(C(=C(C(N1)=O)S(=O)(=O)C1=CC=C(C=C1)C1=CC=C(C=C1)F)O)C1=C(C=CC=C1OC)OC 6-butyl-5-(2,6-dimethoxyphenyl)-3-((4'-fluoro-[1,1'-biphenyl]-4-yl)sulfonyl)-4-hydroxypyridin-2(1H)-one